CS(=O)(=O)OC1=C2C=C(NC2=CC=C1)C(=O)N1[C@@H]([C@@H]2[C@H](C1)CCC2)C(N[C@@H](C[C@H]2C(NCC2)=O)C(CO)=O)=O 2-[(1S,3aR,6aS)-1-{[(2S)-4-hydroxy-3-oxo-1-[(3S)-2-oxopyrrolidin-3-yl]butan-2-yl]carbamoyl}-hexahydro-1H-cyclopenta[c]pyrrole-2-carbonyl]-1H-indol-4-yl methanesulfonate